FC1=C(C=CC=C1)NC(C=CC=1C(=C(C=CC1)CCN(C([O-])=O)CC)OC)=O 3-(((2-fluorophenyl) amino)-3-oxo-1-propenyl)-2-methoxyphenyldiethylcarbamate